tertbutyl (R)-2-(hydroxymethyl)azetidine-1-carboxylate OC[C@@H]1N(CC1)C(=O)OC(C)(C)C